3-(bromomethyl)-2-methoxy-pyridine BrCC=1C(=NC=CC1)OC